1-[1-(4-chloro-2,6-difluorophenyl)2-(1-chloro-2,4-difluorophenyl)cyclopropyl]ethanol ClC1=CC(=C(C(=C1)F)C1(C(C1)C1(C(C=C(C=C1)F)F)Cl)C(C)O)F